C(C1=CC=CC=C1)OC(=O)NCC(C(=O)O)CO 3-(((benzyloxy)carbonyl)amino)-2-(hydroxymethyl)propionic acid